N,N-dimethyl-2-[[(2RS)-2-cyclobutyl-2-phenyl-ethyl]amino]acetamide CN(C(CNC[C@@H](C1=CC=CC=C1)C1CCC1)=O)C |r|